3-amino-1-ethyl-8-azabicyclo[3.2.1]octane-8-carboxylate NC1CC2(CCC(C1)N2C(=O)[O-])CC